6-Fluoro-8-(6-fluoro-1H-indazol-4-yl)-9-methoxy-1,4,4-trimethyl-5H-[1,2,4]triazolo[4,3-a]quinoxaline FC1=C2NC(C=3N(C2=C(C(=C1)C1=C2C=NNC2=CC(=C1)F)OC)C(=NN3)C)(C)C